ClC(C(C(O)(O)F)(F)F)(C(C(C)F)(Cl)F)F 3,4-dichlorohexafluorohexanediol